C(C)(C)OC(=O)N1C(C(CCC1)NC(=O)OCC1=CC=CC=C1)CC1=NC(=CC=C1)C1=CC=CC=C1 3-(((benzyloxy)carbonyl)amino)-2-((6-phenylpyridin-2-yl)methyl)piperidine-1-carboxylic acid isopropyl ester